N-(5-methoxy-2-(4-(4-(4-aminophenyl)thiazol-2-yl)piperazine-1-carbonyl)phenyl)thiophene-2-sulfonamide COC=1C=CC(=C(C1)NS(=O)(=O)C=1SC=CC1)C(=O)N1CCN(CC1)C=1SC=C(N1)C1=CC=C(C=C1)N